C(C)=C1CC2(CCC(N2C1)=O)C(=O)OCC ethyl 2-ethylidene-5-oxotetrahydro-1H-pyrrolizine-7a(5H)-carboxylate